4-(3-((2-(cyclopropanecarboxamido)thiazol-5-yl)thio)-2-fluoro-6-methoxy-4-methylbenzoyl)-3,3-dimethylpiperazine-1-carboxylic acid tert-butyl ester C(C)(C)(C)OC(=O)N1CC(N(CC1)C(C1=C(C(=C(C=C1OC)C)SC1=CN=C(S1)NC(=O)C1CC1)F)=O)(C)C